C(C)(C)N([C@@H](C)C(=O)O)P(=O)(OCCSC(C(C)(C)C)=O)OC[C@@H]1C=C[C@@H](C1)N1C2=NC(=NC(=C2N=C1)Cl)N.C(C1=CC=CC=C1)B(O)O benzylboronic acid Isopropyl-((((1S,4R)-4-(2-amino-6-chloro-9H-purin-9-yl)cyclopent-2-en-1-yl)methoxy)(2-(pivaloylthio)ethoxy)phosphoryl)-L-alaninate